NCC1=CC=C(C[C@@]2(NC[C@H](C2)O)CNC2=CC(=C(C=C2Cl)S(=O)(=O)NC=2SC=CN2)F)C=C1 4-((((2S,4S)-2-(4-(aminomethyl)benzyl)-4-hydroxypyrrolidin-2-yl)methyl)amino)-5-chloro-2-fluoro-N-(thiazol-2-yl)benzenesulfonamide